C(C)(C)C1=C2C=C(NC2=CC=C1)C(=O)N1[C@@H]([C@H]2C([C@H]2C1)(C)C)C(=O)N[C@H](C=O)C[C@H]1C(NCC1)=O (1R,2S,5S)-3-(4-isopropyl-1H-indole-2-carbonyl)-6,6-dimethyl-N-((S)-1-oxo-3-((S)-2-oxopyrrolidin-3-yl)propan-2-yl)-3-azabicyclo[3.1.0]hexane-2-carboxamide